fluoro-4-[[6-[3-fluoro-4-[[1-(2-methoxyethyl)-6-vinyl-benzoimidazol-2-yl]methyl]phenyl]-2-pyridinyl]oxymethyl]benzonitrile FC1=C(C#N)C=CC(=C1)COC1=NC(=CC=C1)C1=CC(=C(C=C1)CC1=NC2=C(N1CCOC)C=C(C=C2)C=C)F